N-{2-fluoro-6-[1-(propan-2-yl)-1,2,3,6-tetrahydropyridin-4-yl]phenyl}-4-(4-methylphenyl)piperidine-1-Carboxamide FC1=C(C(=CC=C1)C=1CCN(CC1)C(C)C)NC(=O)N1CCC(CC1)C1=CC=C(C=C1)C